5-bromo-2-chloro-N-cyclopropyl-N-(2,2-dimethoxyethyl)nicotinamide BrC=1C=NC(=C(C(=O)N(CC(OC)OC)C2CC2)C1)Cl